(R)-4-((2-(((4-Ethyl-1-methyl-1H-pyrazol-3-yl)(1-methylcyclopropyl)methyl)amino)-3,4-dioxocyclobut-1-en-1-yl)amino)-3-hydroxy-N,N-dimethylpicolinamide C(C)C=1C(=NN(C1)C)[C@@H](C1(CC1)C)NC1=C(C(C1=O)=O)NC1=C(C(=NC=C1)C(=O)N(C)C)O